C(C)C1=C(C(=CC=C1)CC)N1C(=NC(C(=C1O)CC1=CC(=C(C=C1)C=1C(N(C=CC1)C)=O)F)=O)C1=NN(C=C1)C(C)C 1-(2,6-diethylphenyl)-5-{[3-fluoro-4-(1-methyl-2-oxo-1,2-dihydropyridin-3-yl)phenyl]methyl}-6-hydroxy-2-[1-(propan-2-yl)-1H-pyrazol-3-yl]-1,4-dihydropyrimidin-4-one